5-(7-methanesulfonyl-2-morpholin-4-yl-6,7-dihydro-5H-pyrrolo[2,3-d]pyrimidin-4-yl)-pyrimidin-2-yl-amine CS(=O)(=O)N1CCC2=C1N=C(N=C2C=2C=NC(=NC2)N)N2CCOCC2